O1C(CCCC1)C1=NC=C(N=C1)CN1N=CC(=C1)B1OC(C(O1)(C)C)(C)C 2-tetrahydropyran-2-yl-5-[[4-(4,4,5,5-tetramethyl-1,3,2-dioxaborolan-2-yl)pyrazol-1-yl]methyl]pyrazine